1-(3-bromophenyl)-N,N-dimethylmethanesulfonamide BrC=1C=C(C=CC1)CS(=O)(=O)N(C)C